CC(CC1COC=C1)=CC1=CC=CC=C1 3-(2-methyl-3-phenylallyl)dihydrofuran